C(C=C)(=O)OC(C)CCC(C)OC(C=C)=O 2,5-hexanediol diacrylate